2-(4-((R)-3-methylmorpholino)-2-(1H-pyrrolo[2,3-b]pyridin-4-yl)thieno[3,2-d]pyrimidin-7-yl)-2-methanesulfonyl-acetonitrile C[C@@H]1COCCN1C=1C2=C(N=C(N1)C1=C3C(=NC=C1)NC=C3)C(=CS2)C(C#N)S(=O)(=O)C